(S)-(2-(benzyloxy)-4,6-dihydroxyphenyl)(4-((tetrahydrofuran-3-yl)amino)-7,8-dihydropyrido[4,3-d]pyrimidin-6(5H)-yl)methanone C(C1=CC=CC=C1)OC1=C(C(=CC(=C1)O)O)C(=O)N1CC2=C(N=CN=C2N[C@@H]2COCC2)CC1